2H-benzo[1,2]oxazine O1NC=CC2=C1C=CC=C2